(R)-2-(3-hydroxy-3,7-dimethyloct-6-en-1-yl)-3,5,6-trimethylbenzene-1,4-diol O[C@@](CCC1=C(C(=C(C(=C1C)O)C)C)O)(CCC=C(C)C)C